CC=1C=C(N)C=C(C1)C(F)(F)F 3-Methyl-5-(trifluoromethyl)aniline